C(#N)C1=CC=2N(N=C1)C(=CC2)C2=CC(=C(C=N2)C2=NN=C(S2)C(=O)N2C[C@@H](CC2)NC(OC(C)(C)C)=O)NC(C)C tert-butyl (R)-(1-(5-(6-(3-cyanopyrrolo[1,2-b]pyridazin-7-yl)-4-(isopropylamino)pyridin-3-yl)-1,3,4-thiadiazole-2-carbonyl)pyrrolidin-3-yl)carbamate